CN1N=C(C(=C1NC(=O)N[C@@H]1CN(C[C@H]1C1=CC=CC=C1)CCOC)C)C1=CC=CC=C1 1-(1,4-dimethyl-3-phenyl-1H-pyrazol-5-yl)-3-((3S,4R)-1-(2-methoxyethyl)-4-phenylpyrrolidin-3-yl)urea